4-(4-(2-methoxyethoxy)phenyl)piperazine COCCOC1=CC=C(C=C1)N1CCNCC1